ClC1=C(C=CC(=C1)F)C=1CSC2=CC(=CC=C2C1C1=CC=C(C=C1)O[C@@H]1CN(CC1)CCCF)O 3-(2-Chloro-4-fluorophenyl)-4-[4-[(3S)-1-(3-fluoropropyl)pyrrolidin-3-yl]oxyphenyl]-2H-thiochromen-7-ol